(S)-3-fluoro-5-(1-(4-(5-fluoro-4-(5-methyl-1,3,4-oxadiazol-2-yl)pyrimidin-2-yl)piperazine-1-carbonyl)-4,5-dihydro-1H-pyrazol-5-yl)benzonitrile FC=1C=C(C#N)C=C(C1)[C@@H]1CC=NN1C(=O)N1CCN(CC1)C1=NC=C(C(=N1)C=1OC(=NN1)C)F